Cl.C(C1=CC=CC=C1)(=O)N[C@@H](CC(CNC(N)=N)C1=C(C(=O)N)C=CC=C1)C(=O)O |r| Nalpha-benzoyl-DL-arginine-4-yl-benzamide hydrochloride